C(C1=CC=CC=C1)NC(CCCC1=CC=C(C=C1)OC)=O N-benzyl-4-(4-methoxyphenyl)butanamide